OC1=C(C=NN1C)C1=NC=CC(=N1)NC1=CC(=C(C=N1)C#CC1CCN(CC1)C(=O)OC(C)(C)C)NC(C(F)(F)F)CCO tert-butyl 4-((6-((2-(5-hydroxy-1-methyl-1H-pyrazol-4-yl)pyrimidin-4-yl)amino)-4-((1,1,1-trifluoro-4-hydroxybutane-2-yl)amino)pyridin-3-yl)ethynyl)piperidine-1-carboxylate